C12CC(CC(CC1)N2)N(C=2SC1=C(N2)C(=CC(=C1)C=1C=C(C=2N(N1)C=C(N2)C)C(=O)N)F)C 6-{2-[(3-exo)-8-azabicyclo[3.2.1]oct-3-yl-(methyl)amino]-4-fluoro-1,3-benzothiazol-6-yl}-2-methylimidazo[1,2-b]pyridazine-8-carboxamide